FC1(CN(CCC1NC(=O)C1=C(OC2=C1C=C(C=C2)OCC2=C(N=CS2)C)C)C)F N-(3,3-difluoro-1-methylpiperidin-4-yl)-2-methyl-5-((4-methylthiazol-5-yl)methoxy)benzo-furan-3-carboxamide